N1CNC2=C1C=CC=C2 2,3-dihydro-1H-benzoimidazole